trans-4-(6-chloropyrazolo[3,4-d]pyrimidin-1-yl)cyclohexanamine 2,2,2-trifluoroacetate FC(C(=O)O)(F)F.ClC1=NC=C2C(=N1)N(N=C2)[C@@H]2CC[C@H](CC2)N